2,6-dichloro-4-methylpyridine-3-carbonitrile ClC1=NC(=CC(=C1C#N)C)Cl